2-methyl-2-(methyldisulfanyl)propyl (2-(2-(2-(2-azidoethoxy)ethoxy)ethoxy)ethyl)(4-(hydroxymethyl)phenyl)carbamate N(=[N+]=[N-])CCOCCOCCOCCN(C(OCC(C)(SSC)C)=O)C1=CC=C(C=C1)CO